CNCC(=O)C1=CC=CC=C1 alpha-(N-methyl-amino)-acetophenone